P(=O)(O)(O)O.C[SiH](C=C)C.C[SiH](C=C)C di(dimethyl-vinyl-silane) phosphate